The molecule is a phosphatidylcholine 34:3 in which the acyl groups specified at positions 1 and 2 are palmitoleoyl and linoleoyl respectively. It has a role as a mouse metabolite. It derives from a palmitoleic acid and a linoleic acid. CCCCCC/C=C\\CCCCCCCC(=O)OC[C@H](COP(=O)([O-])OCC[N+](C)(C)C)OC(=O)CCCCCCC/C=C\\C/C=C\\CCCCC